ClCC/C=C/[C@H](CC(NCC=1SC=C(N1)C(=O)OC(C)(C)C)=O)OC([C@@H](NC(C(NC(OC(C)(C)C)=O)(C)C)=O)C(C)C)=O Tert-butyl 2-((5S,8S)-5-((E)-4-chlorobut-1-en-1-yl)-8-isopropyl-11,11,15,15-tetramethyl-3,7,10,13-tetraoxo-6,14-dioxa-2,9,12-triazahexadecyl)thiazole-4-carboxylate